4-amino-N,1-dimethyl-N-((1aR,6S,6aS)-3-(trifluoromethyl)-1,1a,6,6a-tetrahydrocyclopropa[a]inden-6-yl)-1H-pyrazolo[4,3-c][1,7]naphthyridine-8-carboxamide NC1=NC=2C=NC(=CC2C2=C1C=NN2C)C(=O)N([C@H]2[C@@H]1[C@H](C=3C=C(C=CC23)C(F)(F)F)C1)C